O[C@@]1(C(N(CC1)C)=O)C1=CC(=NO1)C1=NC(=CC(=C1)OC)C1=NC(=NC=C1)S(=O)(=O)C (R)-3-Hydroxy-3-(3-(4-methoxy-6-(2-(methylsulfonyl)pyrimidin-4-yl)pyridin-2-yl)isoxazol-5-yl)-1-methylpyrrolidin-2-one